CN1N=CC(=C1N)N 1-methyl-1H-pyrazole-4,5-diamine